2-(2-hydroxy-4-nitrophenyl)-3,4-dihydroisoquinoline OC1=C(C=CC(=C1)[N+](=O)[O-])N1CC2=CC=CC=C2CC1